1,4-dichloro-methoxybutane ClCOCCCCCl